FC(N1C(=NC2=C1C=CC=C2)N2CCC(CC2)OC=2C=C1C=NN(C1=CC2F)C2=CC(=CC=C2)F)F 5-((1-(1-(difluoromethyl)-1H-benzo[d]imidazol-2-yl)piperidin-4-yl)oxy)-6-fluoro-1-(3-fluorophenyl)-1H-indazole